NC=1C(=C(C=C2C=C(N=CC12)NC(O[C@H]1[C@@H](CCC1)C#N)=O)C1=C(C2=C(OCCN2)N=C1)C)F (trans)-2-Cyanocyclopentyl (8-amino-7-fluoro-6-(8-methyl-2,3-dihydro-1H-pyrido[2,3-b][1,4]oxazin-7-yl)isoquinolin-3-yl)carbamate